FC(C1(CC1)CCN)(F)F 2-(1-(trifluoromethyl)cyclopropyl)ethan-1-amine